C(C)(C)C1=C(C(=CC=C1)C(C)C)N1C(N(CC1)C1=C(C=CC=C1C(C)C)C(C)C)=[Ru-4](=CC1=C(C=CC=C1)OC(CN(C)OC)C=O)(I)I (1,3-bis(2,6-diisopropylphenyl)imidazolidin-2-ylidene)diiodo(2-((1-(methoxy(methyl)amino)oxopropan-2-yl)oxy)benzylidene)ruthenium(II)